rel-(S)-2-(4-cyclopropyl-6-methoxypyrimidin-5-yl)-6-(2-(4-(1-isopropyl-4-(trifluoromethyl)-1H-imidazol-2-yl)phenyl)pyrrolidin-1-yl)-7H-purine C1(CC1)C1=NC=NC(=C1C1=NC(=C2NC=NC2=N1)N1[C@@H](CCC1)C1=CC=C(C=C1)C=1N(C=C(N1)C(F)(F)F)C(C)C)OC |o1:19|